6-(2,5-Dimethoxybenzylamino)-9-β-D-arabinofuranosylpurin COC1=C(CNC2=C3N=CN(C3=NC=N2)[C@H]2[C@@H](O)[C@H](O)[C@H](O2)CO)C=C(C=C1)OC